C(C1=CC=CC=C1)N1CCC(CC1)CCNC(=O)N1[C@@H](CN(CC1)C1=NC=C(C=N1)C(F)(F)F)C (2R)-N-[2-(1-Benzylpiperidin-4-yl)ethyl]-2-methyl-4-[5-(trifluoromethyl)pyrimidin-2-yl]piperazin-1-carboxamid